rhodium(I) trifluoromethanesulfonate FC(S(=O)(=O)[O-])(F)F.[Rh+]